methyl (2S,5r)-1-((S)-2-((tert-butoxycarbonyl) amino) pent-4-enoyl)-5-vinylpyrrolidine-2-carboxylate C(C)(C)(C)OC(=O)N[C@H](C(=O)N1[C@@H](CC[C@@H]1C=C)C(=O)OC)CC=C